6-[4-[(3,4-dimethoxyphenyl)sulfonylamino]phenyl]sulfenyl-N-ethylpyridine-3-carboxamide COC=1C=C(C=CC1OC)S(=O)(=O)NC1=CC=C(C=C1)SC1=CC=C(C=N1)C(=O)NCC